Cl.C(C)OC(=O)C=1C=NN(C1C(F)(F)F)C1CN(CCC1)C1=C(C=CC(=C1)Cl)C1=C(C=C(C=C1)N1CCNCC1)F 1-{1-[4-chloro-2'-fluoro-4'-(piperazin-1-yl)[1,1'-biphenyl]-2-yl]piperidin-3-yl}-5-(trifluoromethyl)-1H-pyrazole-4-carboxylic acid ethyl ester hydrochloride